4,6-dichloro-2-(methylthio)pyrimidine-5-carbonyl chloride ClC1=NC(=NC(=C1C(=O)Cl)Cl)SC